((3R,5R)-1-(1-(2,2-difluoroethyl)-1H-pyrazolo[3,4-b]pyrazin-6-yl)-5-methylpiperidin-3-yl)methanol FC(CN1N=CC=2C1=NC(=CN2)N2C[C@@H](C[C@H](C2)C)CO)F